6,7-dichloro-5-(2-fluoro-5-methoxy-phenyl)-3-methyl-1,3-dihydro-1,4-benzodiazepine-2-thione ClC1=C(C=CC2=C1C(=NC(C(N2)=S)C)C2=C(C=CC(=C2)OC)F)Cl